3-[4-Fluoro-5-[3-[[(3S,4R)-3-fluoro-4-piperidinyl]oxymethyl]azetidin-1-yl]-3-methyl-2-oxo-benzimidazol-1-yl]piperidine-2,6-dione FC1=C(C=CC=2N(C(N(C21)C)=O)C2C(NC(CC2)=O)=O)N2CC(C2)CO[C@H]2[C@H](CNCC2)F